3-butylidene-4,5-dihydrophthalide C(CCC)=C1OC(=O)C=2C=CCCC12